P(=O)(OCC(CCCC)CC)(OCC(CCCC)CC)[O-].[NH4+] ammonium bis(2-ethylhexyl) phosphate